titanium (IV) trihydroxide monomethoxide C[O-].[OH-].[OH-].[OH-].[Ti+4]